Cl.CC1=CC(=NC(=N1)N1CCNCC1)NC1=NNC(=C1)C 6-methyl-N-(5-methyl-1H-pyrazol-3-yl)-2-(1-piperazinyl)pyrimidin-4-amine hydrochloride